C(C)O[Si](CCCN1N=NN=C1CCCCCCC1=NN=NN1CCC[Si](OCC)(OCC)OCC)(OCC)OCC 5,5'-hexamethylenebis{1-[3-(triethoxysilyl)propyl]-1,2,3,4-tetrazole}